lauryl alpha-cyanoacrylate C(#N)C(C(=O)OCCCCCCCCCCCC)=C